methyl heptacosanoate C(CCCCCCCCCCCCCCCCCCCCCCCCCC)(=O)OC